3-({6-chloro-4-[3-methyl-1-(4-methyl-1,2,4-triazol-3-yl)cyclobutyl]pyridin-2-yl}amino)propanenitrile ClC1=CC(=CC(=N1)NCCC#N)C1(CC(C1)C)C1=NN=CN1C